2-[[1-(2-piperidin-1-ylethyl)piperidin-4-yl]methyl]-6-pyrazol-1-yl-pyridazin-3-one N1(CCCCC1)CCN1CCC(CC1)CN1N=C(C=CC1=O)N1N=CC=C1